(R)-1-(3-((3-cyanoazetidin-1-yl)sulfonyl)benzoyl)-N-(4-(hydroxymethyl)benzyl)pyrrolidine-2-carboxamide tert-butyl-(1s,5r,6s)-6-formyl-3-azabicyclo[3.1.0]hexane-3-carboxylate C(C)(C)(C)OC(=O)N1C[C@@H]2C([C@@H]2C1)C=O.C(#N)C1CN(C1)S(=O)(=O)C=1C=C(C(=O)N2[C@H](CCC2)C(=O)NCC2=CC=C(C=C2)CO)C=CC1